methyl ({[(14-cyclohexyl-3-methoxy-6-methyl-5,6,7,8-tetrahydroindolo[2,1-a][2,5]benzodiazocin-11-yl)carbonyl]amino}sulfonyl)acetate C1(CCCCC1)C=1C=2C=CC(=CC2N2C1C1=C(CN(CC2)C)C=C(C=C1)OC)C(=O)NS(=O)(=O)CC(=O)OC